C(C)(C)(C)OC(=O)N1CCC2(CC1)COC1=C3CN(C(C3=CC=C12)=O)[C@@H]1C(NC(CC1)=O)=O (S)-7-(2,6-dioxopiperidin-3-yl)-6-oxo-7,8-dihydro-2H,6H-spiro[furo[2,3-e]isoindole-3,4'-piperidine]-1'-carboxylic acid tert-butyl ester